(trans)-N1-((1R,2S)-2-Phenylcyclopropyl)cyclobutan-1,3-diamin C1(=CC=CC=C1)[C@H]1[C@@H](C1)N[C@@H]1C[C@H](C1)N